F[C@H]1[C@@H](C[C@]2(CCC[C@@H]1N2C)C)N(C2=CC=C(N=N2)C2=C(C=C(C=C2)N2C=NC=C2)O)C 2-(6-(((1R,3R,4R,5S)-4-fluoro-1,9-dimethyl-9-azabicyclo[3.3.1]nonan-3-yl)(methyl)amino)pyridazin-3-yl)-5-(1H-imidazol-1-yl)phenol